COC(=O)C=1N(C(=C(N1)C1=NC2=C(C=NC(=C2)C(F)(F)F)N1C)SCC)C 5-(ethylsulfanyl)-1-methyl-4-[3-methyl-6-(trifluoromethyl)-3H-imidazo[4,5-c]pyridin-2-yl]-1H-imidazole-2-carboxylic acid methyl ester